3-(4-[[(tert-butyldimethylsilyl)oxy]methyl]-2-(2-hydroxypropan-2-yl)-1,3-thiazole-5-sulfonyl)-1-[4-cyano-2-(propan-2-yl)-6-(2-[[2-(trimethylsilyl)ethoxy]methoxy]ethyl)phenyl]urea [Si](C)(C)(C(C)(C)C)OCC=1N=C(SC1S(=O)(=O)NC(NC1=C(C=C(C=C1CCOCOCC[Si](C)(C)C)C#N)C(C)C)=O)C(C)(C)O